C(OC1(CCCCC1C1=CC=C(C=C1)NC)C(=O)O)([2H])([2H])[2H] (methoxy-d3)-6-(4-(methylamino)phenyl)cyclohexane-1-carboxylic acid